(S)-2,2'-bis[bis(3,5-diisopropyl-phenyl)phosphino]-6,6'-dimethoxy-1,1'-biphenyl C(C)(C)C=1C=C(C=C(C1)C(C)C)P(C1=C(C(=CC=C1)OC)C1=C(C=CC=C1OC)P(C1=CC(=CC(=C1)C(C)C)C(C)C)C1=CC(=CC(=C1)C(C)C)C(C)C)C1=CC(=CC(=C1)C(C)C)C(C)C